CN1C(C=C(C=C1)C1=NC=2N(C=C1)N=C(C2)C(=O)N)=O 5-(1-methyl-2-oxo-1,2-dihydropyridin-4-yl)pyrazolo[1,5-a]pyrimidine-2-carboxamide